COC(\C=C\C1=CC=C(C=C1)N)=O (E)-3-(4-aminophenyl)acrylic acid methyl ester